3-((5-bromo-1H-indol-3-yl)sulfonyl)aniline BrC=1C=C2C(=CNC2=CC1)S(=O)(=O)C=1C=C(N)C=CC1